[N+](=[N-])=C1CC=C(C=C1)C(C)=O.F[B-](F)(F)F.[H+] tetrafluoroboric acid diazo(4-acetyl)benzene salt